COC1=CC=C(C=N1)CN1C2CN(CC1C2)C2=CC=C(C=N2)C=2C=1N(C=C(C2)B2OC(C(O2)(C)C)(C)C)N=C2C1C=NN2 4-(6-(6-((6-methoxypyridin-3-yl)methyl)-3,6-diazabicyclo[3.1.1]hept-3-yl)pyridin-3-yl)-6-(4,4,5,5-tetramethyl-1,3,2-dioxaborolan-2-yl)-1H-pyrazolo[3',4':3,4]pyrazolo[1,5-a]pyridine